CC(C)(C)N1N=C(C=2C1=NC=NC2N)C2=CC=CC1=CC=CC=C21 1-(1,1-Dimethylethyl)-3-(1-naphthalenyl)-1H-pyrazolo[3,4-d]pyrimidin-4-amine